(1R,3S)-1-(3-bromobenzyl)-3-(methylsulfonamido)cyclopentane-1-carboximidamide BrC=1C=C(C[C@]2(C[C@H](CC2)NS(=O)(=O)C)C(N)=N)C=CC1